C(#N)CC(=O)N1C(C2=CC=C(C=C2CC1)C#CCN1CCC(CC1)C(=O)N)C 1-(3-(2-(2-cyanoacetyl)-1-methyl-1,2,3,4-tetrahydroisoquinolin-6-yl)prop-2-yn-1-yl)piperidine-4-carboxamide